2-[(1,1-dimethylethyl)dimethylsilyl]-1-methyl-1H-imidazole CC(C)(C)[Si](C=1N(C=CN1)C)(C)C